N,N'''-dineopentyl-N,N',N'',N'''-tetramethyl(triethylenetetraamine) C(C(C)(C)C)N(CCN(CCN(CCN(C)CC(C)(C)C)C)C)C